CN1N=C(C=C1NC(=O)C1=CC=2C(=NC=C(C2)C=2SC=CN2)S1)C1=C(C=CC=C1)C N-(1-methyl-3-(o-tolyl)-1H-pyrazol-5-yl)-5-(thiazol-2-yl)thieno[2,3-b]pyridine-2-carboxamide